C(CC)CCNCCC[Si](OC)(OC)C gamma-(2-propylethyl)aminopropyl-methyldimethoxysilane